rac-N,N-dimethyl-1-(1-methyl-3-(5-(piperidin-1-ylmethyl)-5,6-dihydro-1,4,2-dioxazin-3-yl)pyrrolidin-3-yl)methylamine CN(C)CC1(CN(CC1)C)C1=NOCC(O1)CN1CCCCC1